1-(2-(2,6-dimethylphenoxy)Ethyl)Azepane CC1=C(OCCN2CCCCCC2)C(=CC=C1)C